[O-2].[Ca+2].[In+3] indium-calcium-oxide